3-[4-(1,4-dioxa-8-azaspiro[4.5]decan-8-yl)-2,5-difluoro-phenyl]piperidine-2,6-dione O1CCOC12CCN(CC2)C2=CC(=C(C=C2F)C2C(NC(CC2)=O)=O)F